trans-N-({4-methyl-2-[6-methyl-3-(2H-1,2,3-triazol-2-yl)pyridine-2-carbonyl]-2-azabicyclo[3.1.1]hept-3-yl}methyl)carbamic acid tert-butyl ester C(C)(C)(C)OC(NCC1N(C2CC(C1C)C2)C(=O)C2=NC(=CC=C2N2N=CC=N2)C)=O